ClC=1C(=CC2=CN(N=C2C1)C)\N=C\1/NC(N(C(N1CC1=C(C=C(C(=C1)F)F)F)=O)CC1=NN(C=N1)C)=O (6E)-6-[(6-chloro-2-methyl-2H-indazol-5-yl)imino]-3-[(1-methyl-1H-1,2,4-triazole-3-yl)methyl]-1-(2,4,5-trifluorobenzyl)-1,3,5-triazinane-2,4-dione